C1(CC1)C1=NC2=C(N1)C=C(C(=C2F)C#CC2=NN(C(=C2C(=O)N)NC)[C@@H]2CN([C@H](C2)COC)C(C=C)=O)F 3-[2-(2-Cyclopropyl-4,6-difluoro-1H-1,3-benzodiazol-5-yl)ethynyl]-1-[(3S,5R)-5-(methoxymethyl)-1-(prop-2-enoyl)pyrrolidin-3-yl]-5-(methylamino)pyrazole-4-carboxamide